2-bromo-3-phenyl-1H-indene BrC=1CC2=CC=CC=C2C1C1=CC=CC=C1